NCC(CN1N=CN(C1=O)C=1C=NC(=CC1C)Br)=C(F)F 2-[2-(aminomethyl)-3,3-difluoro-allyl]-4-(6-bromo-4-methyl-3-pyridyl)-1,2,4-triazol-3-one